[4-(5-Chloro-6-fluoro-pyridin-3-ylamino)-6-(6-trifluoromethyl-pyridin-2-yl)-[1,3,5]triazin-2-ylamino]-2-methyl-propan-2-ol ClC=1C=C(C=NC1F)NC1=NC(=NC(=N1)C1=NC(=CC=C1)C(F)(F)F)NCC(C)(O)C